(3S,4R)-3-amino-4-methoxypyrrolidine-1-carboxylic acid tert-butyl ester C(C)(C)(C)OC(=O)N1C[C@@H]([C@@H](C1)OC)N